tert-butyl (2R,6S)-4-[8-[(8-fluoro-2-methyl-imidazo[1,2-a]pyridin-6-yl)carbamoyl]-2-(methanesulfonamido)quinazolin-5-yl]-2,6-dimethyl-piperazine-1-carboxylate FC=1C=2N(C=C(C1)NC(=O)C=1C=CC(=C3C=NC(=NC13)NS(=O)(=O)C)N1C[C@H](N([C@H](C1)C)C(=O)OC(C)(C)C)C)C=C(N2)C